C(CC=C)C1CCC(O1)=O 5-but-3-enyloxolan-2-one